C(CCC)P(O)(=O)O butanephosphonic acid